N1=CN=CC(=C1)OC1=CC=C(C=C1)C1CCN(CC1)C(=O)OC(C)(C)C tert-butyl 4-(4-(pyrimidin-5-yloxy)phenyl)piperidine-1-carboxylate